(S)-5-{2-[4-(difluoromethoxy)benzenesulfonyl]-2H,4H,5H,6H-pyrrolo[3,4-c]pyrazole-5-carbonyl}-2,3,4,5-tetrahydro-1,4-benzoxazepin-3-one FC(OC1=CC=C(C=C1)S(=O)(=O)N1N=C2C(=C1)CN(C2)C(=O)[C@H]2NC(COC1=C2C=CC=C1)=O)F